6-Ethyl-7-chloro-9-β-D-ribofuranosyl-7-deazapurine C(C)C1=C2C(=CN(C2=NC=N1)[C@H]1[C@H](O)[C@H](O)[C@H](O1)CO)Cl